N-((1r,4r)-4-(4-(3-cyano-4-((2-cyanophenyl)thio)pyrazolo[1,5-a]pyridin-6-yl)-5-methyl-1H-pyrazol-1-yl)cyclohexyl)acetamide C(#N)C=1C=NN2C1C(=CC(=C2)C=2C=NN(C2C)C2CCC(CC2)NC(C)=O)SC2=C(C=CC=C2)C#N